N-((S)-1-((2S,4R)-4-hydroxy-2-(((S)-1-(4-(4-methylthiazol-5-yl)phenyl)ethyl)carbamoyl)pyrrolidin-1-yl)-3,3-dimethyl-1-oxobutan-2-yl)-2-azaspiro[3.5]nonane-2-carboxamide O[C@@H]1C[C@H](N(C1)C([C@H](C(C)(C)C)NC(=O)N1CC2(C1)CCCCC2)=O)C(N[C@@H](C)C2=CC=C(C=C2)C2=C(N=CS2)C)=O